BrC1=CC(=C2N(C1=O)C(NC2=O)(C2=NC=CC=C2)C)Cl 6-bromo-8-chloro-3-methyl-3-(pyridin-2-yl)-2,3-dihydroimidazo[1,5-a]pyridine-1,5-dione